BrC=1C=C2C(=NC1)N=C(O2)C=2C(=C(C=C(C2)F)NC(C2=C(C=C(C=C2)C#N)C)=O)C N-(3-(6-bromooxazolo[4,5-b]pyridin-2-yl)-5-fluoro-2-methylphenyl)-4-cyano-2-methylbenzamide